6-[1H-benzimidazol-2-yl-(5-fluoro-2-hydroxy-phenyl)methyl]-2-[4-(1-methyl-4-piperidyl)phenyl]thieno[2,3-c]pyridin-7-one N1C(=NC2=C1C=CC=C2)C(N2C(C1=C(C=C2)C=C(S1)C1=CC=C(C=C1)C1CCN(CC1)C)=O)C1=C(C=CC(=C1)F)O